10-(6-exo-(methoxymethoxy)-3-phenyl-3a-(1-phenylvinyl)-1,3a,4,5,6,6a-hexahydropentalen-2-yl)decan-1-ol COCOC1CCC2(C(=C(CC12)CCCCCCCCCCO)C1=CC=CC=C1)C(=C)C1=CC=CC=C1